C(C)(C)(C)C1=CC=C(C=C1)C12CCN(CC2C1)C(=O)C1CC2(C1)NC(CC2)=O (rac)-(2r,4s)-2-(6-(4-(tert-Butyl)phenyl)-3-azabicyclo[4.1.0]heptane-3-carbonyl)-5-azaspiro[3.4]octan-6-one